BrC1=CC(=NC=C1)NCCC1=CC=C(C=C1)Cl 4-bromo-N-[2-(4-chlorophenyl)ethyl]pyridin-2-amine